CC1(CC(CC(C1)(C)C)C(NCCOC(C(=C)C)=O)=O)CC(NCCOC(C(=C)C)=O)=O 1,5,5-Trimethyl-1-[(2-methacryloyloxyethyl)carbamoylmethyl]-3-(2-methacryloyloxyethyl)carbamoylcyclohexan